2-(benzo[d]oxazol-6-yl)-2-methylpropanoic acid O1C=NC2=C1C=C(C=C2)C(C(=O)O)(C)C